3-vinylbenzyltrimethylammonium chloride [Cl-].C(=C)C=1C=C(C[N+](C)(C)C)C=CC1